CN(CCNC(=O)C=1C=NN2C1C=C(C=C2)C=2C(=NC=CC2)C2=CC(=C(C=C2)F)C)C N-(2-(Dimethylamino)ethyl)-5-(2-(4-fluoro-3-methylphenyl)pyridin-3-yl)pyrazolo[1,5-a]pyridine-3-carboxamide